methyl (3-(6-oxa-3-azabicyclo[3.1.1]heptan-3-yl)-1-(2-(1,1-difluoroethyl)-6-ethylpyrimidin-4-yl)-1H-pyrazolo[4,3-c]pyridin-6-yl)carbamate C12CN(CC(O1)C2)C2=NN(C1=C2C=NC(=C1)NC(OC)=O)C1=NC(=NC(=C1)CC)C(C)(F)F